(-)-1-(4-Chlorophenyl)-3-methyl-4-((3-((4-methylphenyl)sulfonamido)benzofuran-2-yl)(phenyl)methyl)-1H-pyrazol-5-yl acetate C(C)(=O)OC1=C(C(=NN1C1=CC=C(C=C1)Cl)C)C(C1=CC=CC=C1)C=1OC2=C(C1NS(=O)(=O)C1=CC=C(C=C1)C)C=CC=C2